tert-Butyl N-[(6R,12S)-6-benzyloxy-12-methyl-6,15-bis(trifluoromethyl)-13,19-dioxa-3,4,18-triazatricyclo[12.3.1.12,5]nonadeca-1(18),2,4,9,14,16-hexaen-17-yl]carbamate C(C1=CC=CC=C1)O[C@]1(C2=NN=C(C=3C(=CC(=C(O[C@H](CC=CCC1)C)N3)C(F)(F)F)NC(OC(C)(C)C)=O)O2)C(F)(F)F